ClC=1C(=C(N[C@@H](C(=O)N2[C@H]3CC([C@@H]([C@@H]2C(=O)N[C@@H](C[C@@H]2C(NCCC2)=O)C#N)CC3)(F)F)C)C=CC1)C (1R,3R,4R)-2-[(2R)-2-(3-chloro-2-methyl-anilino)propanoyl]-N-[(1S)-1-cyano-2-[(3R)-2-oxo-3-piperidyl]ethyl]-5,5-difluoro-2-azabicyclo[2.2.2]octane-3-carboxamide